CC1(C(NC2=CC=C(C=C2C1)NC=1C=NC2=CC=C(C=C2N1)C(=O)OC)=O)C methyl 3-[(3,3-dimethyl-2-oxo-1,4-dihydroquinolin-6-yl)amino]quinoxaline-6-carboxylate